6-((1R,2R,5S)-2-benzyl-3-azabicyclo[3.2.1]octan-3-yl)-4-morpholinopyridin-2(1H)-one C(C1=CC=CC=C1)[C@@H]1[C@@H]2CC[C@H](CN1C1=CC(=CC(N1)=O)N1CCOCC1)C2